CC(CC1=CN=C(S1)C1=NC(=NC=C1C(F)(F)F)NC1CCNCC1)(C)O 2-methyl-1-(2-(2-(piperidin-4-ylamino)-5-(trifluoromethyl)pyrimidin-4-yl)thiazol-5-yl)propan-2-ol